FC(OC1=CC=C(C=C1)C1=NC2=C(C=NC=C2)N1CC1=C(OCCCCCC(=O)OCC)C=CC=C1)(F)F Ethyl 6-(2-((2-(4-(trifluoromethoxy)phenyl)-3H-imidazo[4,5-c]pyridin-3-yl)methyl)phenoxy)hexanoate